(Z)-1-(3-(2-ethylphenyl)-4-oxothiazolidin-2-ylidene)-3-(4-(4-(1-(4-(trifluoromethoxy)phenyl)-1H-1,2,4-triazol-3-yl)phenyl)butyl)urea C(C)C1=C(C=CC=C1)N1/C(/SCC1=O)=N/C(=O)NCCCCC1=CC=C(C=C1)C1=NN(C=N1)C1=CC=C(C=C1)OC(F)(F)F